2-phenyl-3,7,8,9-tetrahydro-6H-imidazo[4,5-f]quinoline C1(=CC=CC=C1)C=1NC=2C(=C3CCCNC3=CC2)N1